17-amino-6-hydroxy-N,N-dimethyl-6,15-bis(trifluoromethyl)-19-oxa-3,4,13,18-tetrazatricyclo[12.3.1.12,5]nonadeca-1(18),2,4,14,16-pentaene-12-carboxamide NC1=CC(=C2NC(CCCCCC(C3=NN=C(C1=N2)O3)(C(F)(F)F)O)C(=O)N(C)C)C(F)(F)F